C(C(C)(C)C)(=O)OC1=C(N=CNC1=O)C[C@H](CN1CC(C1)C#N)C1=CC=C(C=C1)C#CC1=CC=C(C=C1)CN1CCOCC1 (S)-4-(3-(3-cyanoazetidin-1-yl)-2-(4-((4-(morpholinomethyl)phenyl)ethynyl)phenyl)propyl)-6-oxo-1,6-dihydropyrimidin-5-yl pivalate